4-((2S,5R)-4-((6-(difluoromethyl)pyridin-2-yl)(4-fluorophenyl)methyl)-5-ethyl-2-methylpiperazin-1-yl)-1-methyl-2-oxo-1,2-dihydropyrido[3,2-d]pyrimidine-6-carbonitrile FC(C1=CC=CC(=N1)C(N1C[C@@H](N(C[C@H]1CC)C=1C2=C(N(C(N1)=O)C)C=CC(=N2)C#N)C)C2=CC=C(C=C2)F)F